Tert-butyl 2-{[5-({[5-cyano-2-({[2-(trifluoromethoxy)phenyl]methyl}amino)pyrimidin-4-yl]amino}methyl)adamantan-2-yl]amino}acetate C(#N)C=1C(=NC(=NC1)NCC1=C(C=CC=C1)OC(F)(F)F)NCC12CC3C(C(CC(C1)C3)C2)NCC(=O)OC(C)(C)C